COP(OC)=O Dimethyl-phosphonic acid